CC=1C=CC(=C(OCC(=O)O)C1)C(C)C [5-methyl-2-(propan-2-yl)phenoxy]acetic acid